FC(COC1=NC=CC(=C1)CN)(F)F [2-(2,2,2-trifluoroethoxy)pyridin-4-yl]methanamine